C(C)C=1C=CC(=C(C1)S(=O)(=O)NC1=NOC2=C1C(=CC(=C2)CO[C@H]2CN(CC2)C(=O)OC(C)(C)C)OC)OC tert-butyl (R)-3-((3-((5-ethyl-2-methoxyphenyl) sulfonamido)-4-methoxybenzo[d]isoxazol-6-yl)methoxy)pyrrolidine-1-carboxylate